CS(=NC(=O)C1=NC=NC=C1)(C1=CC=C(C=C1)C1=NOC(=N1)C(F)(F)F)=O N-(methyl(oxo)(4-(5-(trifluoromethyl)-1,2,4-oxadiazol-3-yl)phenyl)-λ6-sulfaneylidene)pyrimidine-4-carboxamide